C(C)N1C(=NC=2C1=NC(=CC2)C=2C=CN1N=C(N=CC12)N[C@@H]1C[C@H](C1)N)C trans-N1-(5-(3-ethyl-2-methyl-3H-imidazo[4,5-b]pyridin-5-yl)pyrrolo[2,1-f][1,2,4]triazin-2-yl)cyclobutane-1,3-diamine